(R)-4-(4-amino-2-octanamido-4-oxobutanamido)benzyl (4-bromobenzyl)(methyl)carbamate BrC1=CC=C(CN(C(OCC2=CC=C(C=C2)NC([C@@H](CC(=O)N)NC(CCCCCCC)=O)=O)=O)C)C=C1